BrC1=NN(C=C1C(=O)OCC)C1=CC=C(C=C1)F ethyl 3-bromo-1-(4-fluorophenyl)-1H-pyrazole-4-carboxylate